methyl (1r,4R)-4-(3-chloroanilino)-2'-[3-{[(5R)-5-methyl-5,6,7,8-tetrahydroquinolin-4-yl]oxy}-2-(pyridin-2-yl)propyl]spiro[cyclohexane-1,1'-indene]-4-carboxylate ClC=1C=C(NC2(CCC3(C(=CC4=CC=CC=C34)CC(COC3=CC=NC=4CCC[C@H](C34)C)C3=NC=CC=C3)CC2)C(=O)OC)C=CC1